1,8-bis(2-aminophenoxy)octane NC1=C(OCCCCCCCCOC2=C(C=CC=C2)N)C=CC=C1